ethyl cis-3-((methylsulfonyl)amino)-2-((4-phenylpyridin-2-yl)methyl)piperidine-1-carboxylate CS(=O)(=O)N[C@@H]1[C@@H](N(CCC1)C(=O)OCC)CC1=NC=CC(=C1)C1=CC=CC=C1